1-methyl-3-butylimidazole bis(trifluoromethylsulfonyl)imide salt [N-](S(=O)(=O)C(F)(F)F)S(=O)(=O)C(F)(F)F.CN1CN(C=C1)CCCC